2-chloro-N-(m-tolyl)acetamide ClCC(=O)NC=1C=C(C=CC1)C